((thiiran-2-ylmethyl)sulfonyl)dibenzo[b,f][1,4]oxazepine S1C(C1)CS(=O)(=O)C1=CC=CC2=C1C=NC1=C(O2)C=CC=C1